C1(CC1)[C@]1(C(N(C[C@H]1C)C=1C=2N(C=C(C1)C1=NNC(=C1)C)N=CC2)=O)C#N (3R,4S)-3-cyclopropyl-4-methyl-1-[6-(5-methyl-1H-pyrazol-3-yl)pyrazolo[1,5-a]pyridin-4-yl]-2-oxopyrrolidine-3-carbonitrile